FC=1C=CC(=C(C1)C(N1C(C2=CC(=CC=C2C1)C1=CC=C(C=C1)C1CCN(CC1)C)=O)C1=NC=2C(=NC=CC2)N1)O 2-[(5-Fluoro-2-hydroxy-phenyl)-(3H-imidazo[4,5-b]pyridin-2-yl)methyl]-6-[4-(1-methyl-4-piperidyl)phenyl]isoindolin-1-one